1-[(5S)-5-aminocyclohexen-1-yl]-2-fluoro-5,6,7,8,9,10-hexahydrocyclohepta[b]indole-4-carboxamide HCl salt Cl.N[C@H]1CCC=C(C1)C1=C2C3=C(NC2=C(C=C1F)C(=O)N)CCCCC3